N-((R)-1-(3-amino-5-(trifluoromethyl)-phenyl)ethyl)-7-methoxy-2-methyl-6-(((S)-tetrahydrofuran-3-yl)oxy)-quinazolin-4-amine NC=1C=C(C=C(C1)C(F)(F)F)[C@@H](C)NC1=NC(=NC2=CC(=C(C=C12)O[C@@H]1COCC1)OC)C